(S)-1-(3-(5-amino-5,7-dihydrospiro[cyclopenta[b]pyridin-6,4'-piperidin]-1'-yl)-6-(2,3-dichlorophenyl)-5-methylpyrazin-2-yl)cyclopropan-1-ol N[C@@H]1C=2C(=NC=CC2)CC12CCN(CC2)C=2C(=NC(=C(N2)C)C2=C(C(=CC=C2)Cl)Cl)C2(CC2)O